tert-butyl ((5-(1-iodo-3-(3,4,5-trifluorobenzoyl)indolizin-8-yl)-2-(methoxymethyl)-1-methyl-6-(trifluoromethyl)-1H-benzo[d]imidazol-4-yl)methyl)carbamate IC=1C=C(N2C=CC=C(C12)C1=C(C2=C(N(C(=N2)COC)C)C=C1C(F)(F)F)CNC(OC(C)(C)C)=O)C(C1=CC(=C(C(=C1)F)F)F)=O